4,4,4-Trifluoro-3-methyl-2-buten-1-ol FC(C(=CCO)C)(F)F